tert-butyl N-{[1-(1-benzothiophene-4-sulfonyl)-5-(2-fluorophenyl)-1H-pyrrol-3-yl]methyl}-N-methylcarbamate S1C=CC=2C1=CC=CC2S(=O)(=O)N2C=C(C=C2C2=C(C=CC=C2)F)CN(C(OC(C)(C)C)=O)C